7-cyclobutylsulfonyl-2-(5H-imidazo[1,5-b]isoindol-5-yl)-7-azaspiro[3.5]nonan-3-ol C1(CCC1)S(=O)(=O)N1CCC2(C(C(C2)C2N3C(C=4C=CC=CC24)=CN=C3)O)CC1